C(C1=CC=CC=C1)ON1C2CCC(N(C1=O)C2)C(Cl)Cl 6-(benzyloxy)-2-(dichloromethyl)-1,6-diazabicyclo[3.2.1]octan-7-one